FC=1C=C(C=CC1F)N(C(=O)[C@H]1NC[C@H](C1)F)CC (2S,4S)-N-(3,4-difluorophenyl)-N-ethyl-4-fluoro-pyrrolidine-2-carboxamide